Tert-butyl 4-(3-((4-cyano-2-fluorobenzyl)oxy)-4-fluoro-1H-pyrazol-1-yl)piperidine-1-carboxylate C(#N)C1=CC(=C(COC2=NN(C=C2F)C2CCN(CC2)C(=O)OC(C)(C)C)C=C1)F